4-((3-(2-fluorophenyl)-2,4-dioxo-3,4-dihydroquinazolin-1(2H)-yl)methyl)phenyl-N-hydroxyacrylamide FC1=C(C=CC=C1)N1C(N(C2=CC=CC=C2C1=O)CC1=CC=C(C=C1)C(C(=O)NO)=C)=O